tert-butyl (1-((3-carbamoylpyridin-2-yl)amino)-3-(3,5-difluorophenyl)-1-oxopropan-2-yl)carbamate C(N)(=O)C=1C(=NC=CC1)NC(C(CC1=CC(=CC(=C1)F)F)NC(OC(C)(C)C)=O)=O